para-ethyl-anisole C(C)C1=CC=C(C=C1)OC